1-(2-chloro-6-nitro-phenyl)-4-(trifluoromethyl)piperidin ClC1=C(C(=CC=C1)[N+](=O)[O-])N1CCC(CC1)C(F)(F)F